CC1=C(C=C(C(=O)NCC2=NC=C3C=CC(=NC3=C2)S(=O)(=O)CCC(=O)OC)C=C1)S(=O)(=O)C methyl 3-((7-((4-methyl-3-(methylsulfonyl)benzamido)methyl)-1,6-naphthyridin-2-yl)sulfonyl)propanoate